4,4,4-trifluoro-3-hydroxy-N-(5-{1-[4-(trifluoromethyl)phenyl]-1H-pyrazol-4-yl}-1H-indol-3-yl)butanamide FC(C(CC(=O)NC1=CNC2=CC=C(C=C12)C=1C=NN(C1)C1=CC=C(C=C1)C(F)(F)F)O)(F)F